FC(C(CCCC)[SiH](OCC)OCC)(F)F 1,1,1-trifluorohexyldiethoxysilane